C(C)(=O)OC(C(=O)OCC(C)(C)C)(C)C 2,2-dimethylpropyl α-acetoxyisobutyrate